ferrous thiolactate C(C(O)C)(=S)[O-].[Fe+2].C(C(O)C)(=S)[O-]